C[C@H]1[C@H]([C@H](C[C@@H](O1)O[C@H]2C[C@@](CC3=C2C(=C4C(=C3O)C(=O)C5=C(C4=O)C(=CC=C5)O)O)(C(=O)C)O)[NH3+])O The molecule is an anthracyline cation that is the conjugate acid of carminomycin, obtained by protonation of the amino group. It is a conjugate acid of a carminomycin.